CC1(OB(OC1(C)C)C1=CC=C(C#N)C=C1)C 4-(4,4,5,5-tetramethyl-1,3,2-dioxaborolan-2-yl)benzonitrile